5-(5-Chloro-2-{[(3R)-3-[3-(morpholin-4-yl)propyl]-3,4-dihydroisoquinolin-2(1H)-yl]carbonyl}phenyl)-N-(4-hydroxyphenyl)-1,2-dimethyl-N-phenyl-1H-pyrrole-3-carboxamide hydrochloride Cl.ClC=1C=CC(=C(C1)C1=CC(=C(N1C)C)C(=O)N(C1=CC=CC=C1)C1=CC=C(C=C1)O)C(=O)N1CC2=CC=CC=C2C[C@H]1CCCN1CCOCC1